5-methyl-3-phenylisoquinolin-1(2H)-one CC1=C2C=C(NC(C2=CC=C1)=O)C1=CC=CC=C1